5-(2-Fluoro-6-hydroxy-4-(3-methyl-4H-pyrazol-4-yl)phenyl)-1,2,5-thiadiazolidin-3-one 1,1-dioxide FC1=C(C(=CC(=C1)C1C(=NN=C1)C)O)N1CC(NS1(=O)=O)=O